FC1=CC=C(C=C1)NC(=O)C1(CC1)C(=O)NC1=CC=C(OC2=CC=NC3=CC(=C(C=C23)C2(CN(C2)C(=O)OC(C)(C)C)O)OC)C=C1 tert-Butyl 3-[4-[4-[[1-[(4-fluorophenyl)carbamoyl]cyclopropanecarbonyl]amino]phenoxy]-7-methoxyquinolin-6-yl]-3-hydroxyazetidine-1-carboxylate